2,2-diethoxy-1-(3-triethoxysilyl-propyl)aza-2-silacyclopentane C(C)O[Si]1(N(CCC1)CCC[Si](OCC)(OCC)OCC)OCC